S1C2=C(C=C1C(=O)N1CCC(CC1)CN(CCC)C1CC3=CC=CC(=C3CC1)O)C=CC=C2 Benzo[b]thiophen-2-yl(4-(((5-hydroxy-1,2,3,4-tetrahydronaphthalen-2-yl)(propyl)amino)methyl)piperidin-1-yl)methanone